CC=1CN(C2=CC=CC=C2N1)CC1=CC=CC=C1 3-methyl-1-benzylquinoxalin